4-(2,3,4-trichloro-6-hydroxyphenyl)piperidine-1-carboxamide ClC1=C(C(=CC(=C1Cl)Cl)O)C1CCN(CC1)C(=O)N